C1(CC1)C[C@@H](C(=O)OCC1=CC(=CC=C1)F)NC(C[C@H]1N(C(CC1)=O)CC1=C(C(=CC(=C1)F)F)F)=O 3-Fluorobenzyl (S)-3-cyclopropyl-2-(2-((S)-5-oxo-1-(2,3,5-trifluorobenzyl)pyrrolidin-2-yl)acetamido)propanoate